1-(2-(2-(2-aminopropyloxy)ethoxy)propoxy)propan-2-amine NC(COCCOC(COCC(C)N)C)C